ClC=1N=CC2=C(C=CC(=C2C1)C(COC)(C)OC)OC1CN(C1)C(=O)OC(C)(C)C tert-butyl 3-((3-chloro-5-(1,2-dimethoxypropan-2-yl)isoquinolin-8-yl)oxy)azetidine-1-carboxylate